(S)-1-(6-((2-(2-fluoro-6-methoxyphenyl)pyrimidin-4-yl)amino)-6'-(trifluoromethyl)-[3,3'-bipyridin]-4-yl)piperidin-3-ol FC1=C(C(=CC=C1)OC)C1=NC=CC(=N1)NC1=CC(=C(C=N1)C=1C=NC(=CC1)C(F)(F)F)N1C[C@H](CCC1)O